C[C@H]1OC2=C(N(C1=O)CC1=NC(=CC=C1)C(F)(F)F)C=CC(=C2)NC(OC2CCCC2)=O cyclopentyl N-[(2R)-2-methyl-3-oxo-4-{[6-(trifluoromethyl)pyridin-2-yl]methyl}-2H-1,4-benzoxazin-7-yl]carbamate